tert-butyl 8-[(1S,2R)-3,3-difluoro-2-(4-nitrobenzenesulfonamido)cyclohexyl]-1,8-diazaspiro[4.5]decane-1-carboxylate FC1([C@@H]([C@H](CCC1)N1CCC2(CCCN2C(=O)OC(C)(C)C)CC1)NS(=O)(=O)C1=CC=C(C=C1)[N+](=O)[O-])F